3-(5,6-dihydro-4H-1,3-oxazin-2-ylamino)benzoic acid O1C(=NCCC1)NC=1C=C(C(=O)O)C=CC1